BrC1=NC=CN=C1C(F)F 2-bromo-3-(difluoromethyl)pyrazine